4-amino-3-[6-(2-trifluoromethylphenyl)pyridine-3-ylazo]naphthalene NC1=C(C=CC2=CC=CC=C12)N=NC=1C=NC(=CC1)C1=C(C=CC=C1)C(F)(F)F